[C@H]1([C@H](C1)C=1C=2N(N=C(C1)C=1C(NC(NC1)=O)=O)C=CC2)C2CC2 5-(4-((1R,2S)-[1,1'-bi(cyclopropane)]-2-yl)pyrrolo[1,2-b]pyridazin-2-yl)pyrimidine-2,4(1H,3H)-dione